(2,6-dibromophenoxy)-1-phenylethanone BrC1=C(OCC(=O)C2=CC=CC=C2)C(=CC=C1)Br